COC(CCSC1=NC=CC(=N1)NC1=CC=C(C=C1)C#N)=O 3-((4-((4-cyanophenyl)amino)pyrimidin-2-yl)thio)propanoic acid methyl ester